3-(5-(hydroxymethyl)-3-oxo-1,3-dihydro-2H-furo[3,2-e]isoindol-2-yl)piperidine-2,6-dione OCC=1C2=C(C=3CN(C(C3C1)=O)C1C(NC(CC1)=O)=O)C=CO2